7-{5-[(3S)-3-[(4-fluorophenyl)methyl]piperidine-1-carbonyl]-6-methylpyridin-3-yl}-5-(trifluoromethyl)pyrrolo[2,1-f][1,2,4]triazin-4-amine FC1=CC=C(C=C1)C[C@H]1CN(CCC1)C(=O)C=1C=C(C=NC1C)C1=CC(=C2C(=NC=NN21)N)C(F)(F)F